CC(C1=C(C=CC=C1)C(F)(F)F)O α-methyl-2-(trifluoromethyl)-benzyl Alcohol